2-(1-bromopropane-2-yl)-1,3-dioxolan BrCC(C)C1OCCO1